BrC1=C(C=CC=C1)C1=C(C(=CC=C1)[N+](=O)[O-])OC1=CC=C2CCC(CC2=C1)C(=O)O 7-((2'-bromo-3-nitro-[1,1'-biphenyl]-2-yl)oxy)-2-carboxy-1,2,3,4-tetrahydronaphthalene